4-{2-chloro-5H,6H,7H-cyclopenta[d]pyrimidin-4-yl}-1,4-diazepan-2-one ClC=1N=C(C2=C(N1)CCC2)N2CC(NCCC2)=O